COC=1C=C(N)C=C(C1)N1C=NC(=C1)C 3-methoxy-5-(4-methyl-1H-imidazol-1-yl)aniline